5-(1H-1,2,3-triazol-1-yl)-2-{7-[(4RS)-1,2,2-trimethylpiperidin-4-yl]-7H-pyrrolo[2,3-c]pyridazin-3-yl}phenol N1(N=NC=C1)C=1C=CC(=C(C1)O)C1=CC2=C(N=N1)N(C=C2)[C@H]2CC(N(CC2)C)(C)C |r|